BrC=1C=C2C(=NC1)SC(=C2)C(=O)NC2=CC=C(C=C2)N2CCN(CC2)CC 5-bromo-N-[4-(4-ethylpiperazin-1-yl)phenyl]thieno[2,3-b]pyridine-2-carboxamide